S=C1NC(C=2NC=NC2N1CC1=C(C=CC=C1)[C@H]1NCC[C@@H](C1)C(F)(F)F)=O |o1:17,21| rel-2-thioxo-3-(2-((2S,4S)-4-(trifluoromethyl)piperidin-2-yl)benzyl)-1,2,3,7-tetrahydro-6H-purin-6-one